4,5-Dichloro-2-(3-nitrophenyl)-1H-imidazole ClC=1N=C(NC1Cl)C1=CC(=CC=C1)[N+](=O)[O-]